(Z)-5-(2-tert-butoxy-2-oxoethyl)-[1,2,4]triazolo[1,5-a]pyridin-8-yl 4-(2-(tert-butoxycarbonyl imino)imidazolidin-1-yl)benzoate C(C)(C)(C)OC(=O)\N=C\1/N(CCN1)C1=CC=C(C(=O)OC=2C=3N(C(=CC2)CC(=O)OC(C)(C)C)N=CN3)C=C1